BrC1=C(C=C(C=C1)F)C(C)C 2-(2-bromo-5-fluorophenyl)propane